O[C@@H]1CN(C[C@H]1OC1=CC=C(C=C1)B1OC(C(O1)(C)C)(C)C)CC#N 2-((3R,4R)-3-hydroxy-4-(4-(4,4,5,5-tetramethyl-1,3,2-dioxaborolan-2-yl)phenoxy)pyrrolidine-1-yl)acetonitrile